2-{[5-(6-bromoquinolin-2-yl)pyridin-2-yl]oxy}acetaldehyde BrC=1C=C2C=CC(=NC2=CC1)C=1C=CC(=NC1)OCC=O